[Co]=O.[Ni] Nickel-cobalt oxide